(E)-4-(2-(3-(3-chloro-2-fluoro-6-(1H-tetrazol-1-yl)phenyl)acryloyl)-5-(2-methoxy-N-methylacetamido)-N-methyl-1,2,3,4-tetrahydroisoquinoline-1-carboxamido)benzoic acid ClC=1C(=C(C(=CC1)N1N=NN=C1)/C=C/C(=O)N1C(C2=CC=CC(=C2CC1)N(C(COC)=O)C)C(=O)N(C)C1=CC=C(C(=O)O)C=C1)F